Cl.NC(CO)C(CCCCCCCCC)=O 2-amino-1-hydroxy-3-dodecanone, monohydrochloride